6,7-dimethoxy-3-((4-methoxyphenyl)sulfonyl)-4-(4-(oxetan-3-yl)-1,4-diazepan-1-yl)quinoline COC=1C=C2C(=C(C=NC2=CC1OC)S(=O)(=O)C1=CC=C(C=C1)OC)N1CCN(CCC1)C1COC1